2,6-dimethyl-5,7-octadiene-2-ol CC(C)(CCC=C(C=C)C)O